2-(((2,4,6-trimethylbenzyl)sulfonyl)methyl)tetrahydrofuran CC1=C(CS(=O)(=O)CC2OCCC2)C(=CC(=C1)C)C